5,6,7,8-tetrahydronaphthalene-1,2-diamine C=1(C(=CC=C2CCCCC12)N)N